rac-(2r,3as,9bs)-9-fluoro-2-methyl-2-(trifluoromethyl)-1,2,3a,9b-tetrahydro-4H-furo[2,3-c]chromen-4-one FC=1C=2[C@H]3[C@@H](C(OC2C=CC1)=O)O[C@](C3)(C(F)(F)F)C |r|